3-pyridylbenzothiazol N1=CC(=CC=C1)C=1SC2=C(N1)C=CC=C2